5-((4-(((7-ethyl-6-oxo-5,6-dihydro-1,5-naphthyridin-3-yl)methyl)amino)cyclohexyl)amino)-N-methylpicolinamide C(C)C=1C(NC=2C=C(C=NC2C1)CNC1CCC(CC1)NC=1C=CC(=NC1)C(=O)NC)=O